C12(C(C=C(CC1)C2(C)C)=O)C (+)-camphene-2-one